3-(1'-(tert-butoxycarbonyl)-[3,3'-bipyrrolidin]-1-yl)-1-methylcyclobutane-1-carboxylic acid C(C)(C)(C)OC(=O)N1CC(CC1)C1CN(CC1)C1CC(C1)(C(=O)O)C